C(C1=CC=CC=C1)(=O)OCC(CO[Si](C)(C)C(C)(C)C)OC [3-[tert-butyl (dimethyl) silyl] oxy-2-methoxy-propyl] benzoate